N-(2-amino-ethyl)-3-aminopropyl-triethoxysilane Ethyl-(1R,2S)-2-((S)-3-(((benzyloxy)carbonyl)amino)-2-oxopyrrolidin-1-yl)-5-oxocyclohexane-1-carboxylate C(C)OC(=O)[C@H]1[C@H](CCC(C1)=O)N1C([C@H](CC1)NC(=O)OCC1=CC=CC=C1)=O.NCCNCCC[Si](OCC)(OCC)OCC